NC1=C(C=CC(=C1)OC(F)(F)F)C(=O)N1CCC(CC1)C1=NC=NC2=CC(=CC=C12)N1CCNCC1 (2-amino-4-(trifluoromethoxy)phenyl)(4-(7-(piperazin-1-yl)quinazolin-4-yl)piperidin-1-yl)methanone